C(C)C1CCN(CC1)CCCCCCCCO 8-(4-ethylpiperidin-1-yl)octan-1-ol